NC=1C(=C(OC2=NC=CC=C2C2=NC(=NC=C2)N[C@@H]2CN(CCC2)C(=O)OC(C)(C)C)C=CC1)F (S)-tert-Butyl 3-((4-(2-(3-amino-2-fluorophenoxy)pyridin-3-yl)pyrimidin-2-yl)amino)piperidine-1-carboxylate